BrC1=C(C(=O)OCC2=CC=CC=C2)C(=C(C(=C1C)O)C)O benzyl 2-bromo-4,6-dihydroxy-3,5-dimethylbenzoate